C1(CCCCC1)C(C(C(=O)NC1=NC=C(C=C1OC)C=1C(=NN(C1C)COCC[Si](C)(C)C)C)C1=C(N(N=C1)CC)C(=O)N)C1CCCCC1 [1-(dicyclohexylmethyl)-2-[[5-[3,5-dimethyl-1-(2-trimethylsilylethoxymethyl)pyrazol-4-yl]-3-methoxy-2-pyridinyl]amino]-2-oxo-ethyl]-2-ethyl-pyrazole-3-carboxamide